tert-butyl 4-cyano-4-(((6-(cyclopropyl(4-(trifluoromethyl)benzyl)amino)-5-fluoropyrimidin-4-yl)amino)methyl)piperidine-1-carboxylate C(#N)C1(CCN(CC1)C(=O)OC(C)(C)C)CNC1=NC=NC(=C1F)N(CC1=CC=C(C=C1)C(F)(F)F)C1CC1